S(=O)(=O)(C1=CC=C(C)C=C1)N1C=CC2=CC=C(C=C12)/C=C/C(=O)OCC (E)-ethyl 3-(1-tosyl-1H-indol-6-yl)acrylate